(S)-4-(2,2-difluoro-7-((5-methoxy-7-methyl-1H-indol-4-yl)methyl)-7-azaspiro[3.5]nonan-6-yl)-N-(2,2,2-trifluoroethyl)benzamide FC1(CC2(C1)C[C@H](N(CC2)CC2=C1C=CNC1=C(C=C2OC)C)C2=CC=C(C(=O)NCC(F)(F)F)C=C2)F